((5-(4-fluorophenyl)-6-isopropyl-1H-pyrazolo[4,3-g]isoquinolin-8-yl)imino)(isopropyl)(methyl)-λ6-sulfanone FC1=CC=C(C=C1)C1=C(N=C(C2=CC3=C(C=C12)C=NN3)N=S(=O)(C)C(C)C)C(C)C